C(C)C=1C(=NN(C1)CC(F)F)Cl ethyl-3-chloro-1-(2,2-difluoroethyl)-1H-pyrazole